COC=1C=C(C(=O)O)C=CC1C=1C=NC=NC1 3-methoxy-4-(pyrimidin-5-yl)benzoic acid